ethyl 5-methyl-4,5,6,7-tetrahydrothieno[2,3-c]pyridine-3-carboxylate hydrochloride Cl.CC1CC2=C(CN1)SC=C2C(=O)OCC